N,N-bis(2-hydroxyethyl)cinnamamide C1=CC=C(C=C1)C=CC(=O)N(CCO)CCO